FC=1C=C2C=NN(C2=C(C1O)F)C1=CC=C(C=C1)N1CCC(CC1)(C)O 5,7-Difluoro-1-(4-(4-hydroxy-4-methylpiperidin-1-yl)phenyl)-1H-indazol-6-ol